C(C1=CC=CC=C1)[C@H]1N(C(OC1)=O)C([C@@H]([C@H](CC(C)=O)O)CC)=O (2R,3s)-1-((R)-4-benzyl-2-oxooxazolidin-3-yl)-2-ethyl-3-hydroxyhexane-1,5-dione